8-methyl-6-[(1-{[4-(propan-2-yl)phenyl]carbamoyl}-DL-prolyl)amino]quinoline-2-carboxylic acid CC=1C=C(C=C2C=CC(=NC12)C(=O)O)NC([C@H]1N(CCC1)C(NC1=CC=C(C=C1)C(C)C)=O)=O |r|